1,3,3a,9a-tetrahydrobenzo[b]furo[3,4-e][1,4]dioxin-5-carbaldehyde C1OCC2C1OC=1C(O2)=C(C=CC1)C=O